7-((6-(4-Aminopiperidin-1-yl)-2-(4-cyano-3-fluorophenyl)-3-(2-methyl-2H-indazol-5-yl)pyridin-4-yl)oxy)-N-hydroxyheptanamide formate C(=O)O.NC1CCN(CC1)C1=CC(=C(C(=N1)C1=CC(=C(C=C1)C#N)F)C1=CC2=CN(N=C2C=C1)C)OCCCCCCC(=O)NO